C(C1=CC=CC=C1)OC1=C(C(=NC(=C1C)C)Cl)C=1COCC1 4-Benzyloxy-2-chloro-3-(2,5-dihydrofuran-3-yl)-5,6-dimethyl-pyridine